ClC1=NC(=NC=C1)C(F)(F)F 4-chloro-2-(trifluoromethyl)pyrimidine